N-(8-hydroxy-2,3-dimethyl-imidazo[1,2-a]pyridin-6-yl)-2-methyL-4-piperazin-1-yl-indazole-7-carboxamide OC=1C=2N(C=C(C1)NC(=O)C1=CC=C(C3=CN(N=C13)C)N1CCNCC1)C(=C(N2)C)C